CC=1C=C(C=C(C1)C)C1=CC(=CC=C1)C=1N=C(SC1)NC(=O)[C@H]1N(CC1)C(=O)C1=CN(C(=C1)C)S(=O)(=O)C (S)-N-(4-(3',5'-dimethyl-[1,1'-biphenyl]-3-yl)thiazol-2-yl)-1-(5-methyl-1-(methylsulfonyl)-1H-pyrrole-3-carbonyl)azetidine-2-carboxamide